1-methyl-3-pentyl-1H-imidazol-3-ium CN1C=[N+](C=C1)CCCCC